2,6-dimethylphenylenediamine CC1(C(C(=CC=C1)C)N)N